OC1=CC=C(C=C1)C=1N=C(C=2N(C1)C=CC2)C2=CC(=C(C(=C2)OC)OC)OC (4-hydroxyphenyl)-1-(3,4,5-trimethoxyphenyl)pyrrolo[1,2-a]pyrazine